(R)-(5-(4-fluoro-6-(3-methoxypyrrolidin-1-yl)-1H-benzo[d]imidazol-2-yl)-1H-pyrrol-3-yl)(2-(trifluoromethyl)phenyl)methanone FC1=CC(=CC=2NC(=NC21)C2=CC(=CN2)C(=O)C2=C(C=CC=C2)C(F)(F)F)N2C[C@@H](CC2)OC